1-(tetrahydro-2H-pyran-2-yl)-4-(1-(m-tolyl)-1,2,3,6-tetrahydropyridin-4-yl)-1H-Indazole-5-carboxylic acid tert-butyl ester C(C)(C)(C)OC(=O)C=1C(=C2C=NN(C2=CC1)C1OCCCC1)C=1CCN(CC1)C=1C=C(C=CC1)C